(4-(5-chlorooxazolo[4,5-b]pyridin-2-yl)piperazin-1-yl)(5-fluoro-6-(1-neopentyl-1H-1,2,3-triazol-4-yl)pyridin-3-yl)methanone ClC1=CC=C2C(=N1)N=C(O2)N2CCN(CC2)C(=O)C=2C=NC(=C(C2)F)C=2N=NN(C2)CC(C)(C)C